O1C(=NN=C1)N 1,3,4-Oxadiazole-2-amine